17-(cyclopropylmethyl)-4,5α-epoxy-3,14-dihydroxymorphinan-6-one C1(CC1)CN1[C@H]2[C@@]3(CCC([C@H]4[C@@]3(C=3C(=C(C=CC3C2)O)O4)CC1)=O)O